3-(2-aminoethyl)benzeneAmine NCCC=1C=C(C=CC1)N